N-(trans-4-((3-(2-Cyclopropylthiazol-5-yl)phenyl)((trans-4-(4-methoxy-3-methylphenyl)cyclohexyl)methyl)carbamoyl)-cyclohexyl)-1-methylazetidine-3-carboxamide C1(CC1)C=1SC(=CN1)C=1C=C(C=CC1)N(C(=O)[C@@H]1CC[C@H](CC1)NC(=O)C1CN(C1)C)C[C@@H]1CC[C@H](CC1)C1=CC(=C(C=C1)OC)C